3-(6-(1-methyl-1H-pyrazol-4-yl)pyrazolo[1,5-a]pyrazin-4-yl)aniline CN1N=CC(=C1)C=1N=C(C=2N(C1)N=CC2)C=2C=C(N)C=CC2